CC=1C=C(OC2=C(C=CC=C2)O)C=CC1 2-(3-methylphenoxy)phenol